1,3,5-tris(3,5-di-t-butyl-4-hydroxybenzyl)-S-triazine-2,4,6(1h,3h,5h)trione C(C)(C)(C)C=1C=C(CN2C(N(C(N(C2=O)CC2=CC(=C(C(=C2)C(C)(C)C)O)C(C)(C)C)=O)CC2=CC(=C(C(=C2)C(C)(C)C)O)C(C)(C)C)=O)C=C(C1O)C(C)(C)C